2-[(3,4-dihydro-2(1H)-isoquinolinyl)methyl]-5-[(3-fluorophenyl)methoxy]-4H-pyran-4-one C1N(CCC2=CC=CC=C12)CC=1OC=C(C(C1)=O)OCC1=CC(=CC=C1)F